C(C)C1=NC(=C2N1C(=CC(=N2)C2=CC=NN2C)N2[C@@H](COCC2)C)C2=CC=NN2 (R)-4-(6-ethyl-2-(1-methyl-1H-pyrazol-5-yl)-8-(1H-pyrazol-5-yl)imidazo[1,5-a]pyrimidin-4-yl)-3-methyl-morpholine